tert-butyl (1-((3-((1-(2-(2,6-dioxopiperidin-3-yl)-1-oxoisoindolin-5-yl)piperidin-4-yl)oxy)phenyl)sulfonyl)piperidin-4-yl)carbamate O=C1NC(CCC1N1C(C2=CC=C(C=C2C1)N1CCC(CC1)OC=1C=C(C=CC1)S(=O)(=O)N1CCC(CC1)NC(OC(C)(C)C)=O)=O)=O